C(=O)C1=C(C=CC=C1)NC(C1=CC(=CC=C1)[N+](=O)[O-])=O N-(2-FORMYLPHENYL)-3-NITROBENZAMIDE